BrCC=1C=C(C=CC1F)C[C@H](C(=O)OC(C)(C)C)[C@@H]1CN(CC1)C(=O)OC(C)(C)C tert-butyl (R)-3-((S)-3-(3-(bromomethyl)-4-fluorophenyl)-1-(tert-butoxy)-1-oxopropan-2-yl)pyrrolidine-1-carboxylate